4-pyridinidol N1=C(C=[C-]C=C1)O